N1(CCCCC1)C1=CC=C(C=C1)N1CCCCC1 1,4-di(piperidin-1-yl)benzene